C1(=CC=CC=C1)C(C(=O)OC1CC2CCC(C1)[N+]21CCCC1)(OC(=O)C1CCOCC1)C1=CC=CC=C1 3-(2,2-diphenyl-2-((tetrahydro-2H-pyran-4-carbonyl)oxy)acetoxy)spiro[bicyclo[3.2.1]octane-8,1'-pyrrolidin]-1'-ium